N[C@@H](CCC(=O)O)C(=O)NCCC1=CN=CN1 (4S)-4-amino-5-[2-(1H-imidazol-5-yl)ethylamino]-5-oxopentanoic acid